N1CCC(CC1)CCCCC1=CC=C(NC2C(NC(CC2)=O)=O)C=C1 3-[4-[4-(4-Piperidyl)butyl]anilino]piperidine-2,6-dione